(2-(3,6-Diazabicyclo[3.1.1]heptan-3-yl)-5-(3'-methyl-2'-oxo-2',3'-dihydrospiro[cyclobutane-1,1'-pyrrolo[2,3-c]quinolin]-8'-yl)pyridin-3-yl)methanesulfonamide formate C(=O)O.C12CN(CC(N1)C2)C2=NC=C(C=C2CS(=O)(=O)N)C2=CC=1C3=C(C=NC1C=C2)N(C(C32CCC2)=O)C